sodium hydrogencarbonate (bicarbonate) C([O-])(O)=O.C(O)(O)=O.[Na+]